allyl 7-(((((S)-1-ethoxy-1-oxopropan-2-yl)amino)(phenoxy)phosphoryl)methyl)-2-naphthoate C(C)OC([C@H](C)NP(=O)(OC1=CC=CC=C1)CC1=CC=C2C=CC(=CC2=C1)C(=O)OCC=C)=O